(1s,4s)-4-(3-chloroanilino)-2'-(5-methylthiophen-3-yl)spiro[cyclohexane-1,1'-indene]-4-carboxylic acid ClC=1C=C(NC2(CCC3(C(=CC4=CC=CC=C34)C3=CSC(=C3)C)CC2)C(=O)O)C=CC1